COC=1C=C(C=CC1OC)C1=CN=CC(=N1)C(=O)N 6-(3,4-Dimethoxyphenyl)pyrazin-2-formamide